FC(C(=O)O)(F)F.NC1=C2C(=NC=N1)N(N=C2C)C(C)C=2C(=C(C(=C(C2)Cl)C)CCC(=O)O)OC 3-{3-[1-(4-Amino-3-methyl-1H-pyrazolo[3,4-d]pyrimidin-1-yl)ethyl]-5-chloro-2-methoxy-6-methylphenyl}propanoic Acid Trifluoroacetate